2-[[6-methoxy-3-(3,4,5-trimethoxybenzoyl)indol-1-yl]methyl]prop-2-enoic acid COC1=CC=C2C(=CN(C2=C1)CC(C(=O)O)=C)C(C1=CC(=C(C(=C1)OC)OC)OC)=O